CN(S(=O)(=O)OC1=C(C(=O)O)C=CC=C1)C 2-((N,N-dimethylsulfamoyl)oxy)benzoic acid